4-(4-methyl-2,5-dioxoimidazolidin-4-yl)-2-trifluoromethylbenzoic acid CC1(NC(NC1=O)=O)C1=CC(=C(C(=O)O)C=C1)C(F)(F)F